CN(CC(=O)NC1CCC(CC1)C=1C=C2C(=C(NC2=CC1)C=1C=C(C=2N(C1)N=CN2)OC)C(C)C)C 2-(Dimethylamino)-N-(4-(3-isopropyl-2-(8-methoxy-[1,2,4]triazolo[1,5-a]pyridin-6-yl)-1H-indol-5-yl)cyclohexyl)acetamid